COC12CCC(C1)(C2)N2C1=NC(=NC=C1N(C2=O)C)NC2=CC=1C(=NSN1)C=C2C 9-(4-methoxybicyclo[2.1.1]hexan-1-yl)-7-methyl-2-((6-methylbenzo[c][1,2,5]thiadiazol-5-yl)amino)-7,9-dihydro-8H-purin-8-one